C(C)(C)(C)NC(=O)C1=C(C2=C(N=C(N=C2C2=CC(=CC=C2)NC(CN2CCSCC2)=O)SC)S1)N tert-butyl-5-amino-2-methylthio-4-(3-(2-(thiomorpholin-4-yl)-acetamido)-phenyl)-thieno[2,3-d]pyrimidine-6-carboxamide